N-(4-chlorophenyl)naphtho[2,1-D]thiazol-2-amine ClC1=CC=C(C=C1)NC=1SC2=C(N1)C=CC1=CC=CC=C12